CN1C(=CC=2C(=CC=CC12)C(=O)NC1CCC(CC1)NC1=CC=CC=2N1C=C(N2)C(F)(F)F)C 1,2-dimethyl-N-[(1s,4s)-4-{[2-(trifluoromethyl)imidazo[1,2-a]pyridin-5-yl]amino}cyclohexyl]-1H-indole-4-carboxamide